C(C1=CC(=C(C=C1)O)[N+](=O)[O-])C1=CC(=C(C=C1)O)[N+](=O)[O-] 4,4'-methylenebis(2-nitrophenol)